N-(6-(3-(2-(2-chloro-3-(trifluoromethyl)phenyl)acetamido)-4-fluorophenoxy)benzo[d]thiazol-2-yl)cyclopropanecarboxamide ClC1=C(C=CC=C1C(F)(F)F)CC(=O)NC=1C=C(OC2=CC3=C(N=C(S3)NC(=O)C3CC3)C=C2)C=CC1F